(2R)-2-fluorotetrahydro-1H-pyrrolizin F[C@@H]1CC2=CCCN2C1